CC1=NC2=CC=CC(=C2C(N1C1C(NC(CC1)=O)=O)=O)NCC1=CC=C(C=C1)CN1CCOCC1 3-(2-methyl-5-((4-(morpholinomethyl)benzyl)amino)-4-oxoquinazolin-3(4H)-yl)piperidine-2,6-dione